2-(5-Chloro-1-ethyl-3-(isoxazol-3-yl)-1H-pyrazol-4-yl)-N-(7-(3,3-dimethylbutyl)-7-azaspiro[3.5]nonan-2-yl)acetamide ClC1=C(C(=NN1CC)C1=NOC=C1)CC(=O)NC1CC2(C1)CCN(CC2)CCC(C)(C)C